isooctyl-3,5-di-tert-butyl-4-hydroxyphenylpropionate C(CCCCC(C)C)C(C(=O)[O-])(C)C1=CC(=C(C(=C1)C(C)(C)C)O)C(C)(C)C